FC(CN1N=NC(=C1)C(=O)NCC1=NC=CC=C1)CCN1N=NC(=C1)NC(CC1=CC(=CC=C1)OC(F)(F)F)=O 1-[2-fluoro-4-(4-{2-[3-(trifluoromethoxy)phenyl]acetamido}-1H-1,2,3-triazol-1-yl)butyl]-N-(pyridin-2-ylmethyl)-1H-1,2,3-triazole-4-carboxamide